C1=CC=CC=2C3=CC=CC=C3N(C12)C=1C=CC=2N(C3=CC=CC=C3C2C1)C1=CC(=CC=C1)N1C2=CC=CC=C2C=2C=CC=CC12 3-(carbazole-9-yl)-9-[3-(carbazole-9-yl)phenyl]carbazole